5-((2-(3-(Benzo[d][1,3]dioxole-5-carboxamido)phenyl)pyrimidin-5-yl)methoxy)-2-hydroxybenzoic acid O1COC2=C1C=CC(=C2)C(=O)NC=2C=C(C=CC2)C2=NC=C(C=N2)COC=2C=CC(=C(C(=O)O)C2)O